CC1=C(C2=CC3=NC(=CC4=C(C5=C([N-]4)C(=C6C(=C(C(=N6)C=C1[N-]2)C)/C=C/C(=O)O)C(C5=O)C(=O)OC)C)C(=C3C)C=C)C=C.[Mg+2] chlorophyll c2